1-[4-(4-propionylpiperazin-1-yl)-3-(trifluoromethyl)phenyl]-9-quinolin-3-ylbenzo[h][1,6]naphthyridine-2-one C(CC)(=O)N1CCN(CC1)C1=C(C=C(C=C1)N1C(C=CC2=CN=C3C(=C12)C=C(C=C3)C=3C=NC1=CC=CC=C1C3)=O)C(F)(F)F